C(#N)C1=CC=C(C=C1)C1CN(C1)C([C@@H](C)[C@@H]1CN(CC1)C#N)=O (R)-3-((S)-1-(3-(4-cyanophenyl)azetidin-1-yl)-1-oxopropan-2-yl)pyrrolidine-1-carbonitrile